(3,4-dimethylbenzoyl)-D-phenylalanine CC=1C=C(C(=O)N[C@H](CC2=CC=CC=C2)C(=O)O)C=CC1C